2-[4-[5-Amino-4-cyano-1-(1-methylcyclopropyl)pyrazol-3-yl]-2,3-difluorophenyl]-N-[3-[4-(trifluoromethyl)bicyclo[2.2.1]heptan-1-yl]-1,2-oxazol-5-yl]acetamide NC1=C(C(=NN1C1(CC1)C)C1=C(C(=C(C=C1)CC(=O)NC1=CC(=NO1)C12CCC(CC1)(C2)C(F)(F)F)F)F)C#N